5-(8-((1S,2S)-2-isobutylcyclopropyl)imidazo[1,2-b]pyridazin-6-yl)pyrimidine-2,4(1H,3H)-dione C(C(C)C)[C@@H]1[C@H](C1)C=1C=2N(N=C(C1)C=1C(NC(NC1)=O)=O)C=CN2